C(CCCCCCCCC(=O)OC1CC(NC(C1)(C)C)(C)C)(=O)OC1CC(NC(C1)(C)C)(C)C bis(2,2,6,6-tetramethyl-4-piperidinyl) sebacat